The molecule is an alpha-substituted cyanoacetate ester that consists of ethyl cyanoacetate bearing an alpha-phenyl substituent. It is an alpha-substituted cyanoacetate ester and an ethyl ester. CCOC(=O)C(C#N)C1=CC=CC=C1